N-(5-((R)-1-(((S)-tert-butylsulfinyl)amino)ethyl)-6-phenylpyridazin-3-yl)trimethylacetamide C(C)(C)(C)[S@](=O)N[C@H](C)C=1C=C(N=NC1C1=CC=CC=C1)NC(C(C)(C)C)=O